2-isobutyrylamino-6-oxo-1,6-dihydropurine C(C(C)C)(=O)NC=1NC(C=2NC=NC2N1)=O